3-(3-cyclohexyl-propionyl)-9-(2-ethylhexyl)carbazole C1(CCCCC1)CCC(=O)C=1C=CC=2N(C3=CC=CC=C3C2C1)CC(CCCC)CC